N[C@@H](CC1=CNC=N1)C(=O)NCC(=O)O histidinyl-glycine